((1R,2S)-2-fluorocyclopropyl)-6-(4-(4-formylpiperidin-1-yl)indolin-1-yl)-8-(methylamino)imidazo[1,2-b]pyridazine-3-carboxamide F[C@@H]1[C@H](C1)C=1N=C2N(N=C(C=C2NC)N2CCC3=C(C=CC=C23)N2CCC(CC2)C=O)C1C(=O)N